FC(=C(C(F)(F)F)C(F)(F)F)OC 1,3,3,3-tetrafluoro-1-methoxy-2-(trifluoromethyl)-1-propene